[Si](C)(C)(C(C)(C)C)OC1=CC2=C(N=C(S2)Cl)C(=C1)C 6-(tert-Butyldimethylsilyloxy)-2-chloro-4-methylbenzo[d]thiazole